(2S)-2-((difluoromethoxy)methyl)-5-(4-(trifluoromethyl)phenyl)piperidine FC(OC[C@H]1NCC(CC1)C1=CC=C(C=C1)C(F)(F)F)F